N-(4-methoxybenzyl)-5-phenyl-2-(pyridin-2-yl)thieno[2,3-d]pyrimidin-4-amine COC1=CC=C(CNC=2C3=C(N=C(N2)C2=NC=CC=C2)SC=C3C3=CC=CC=C3)C=C1